ClC1=CC=C(C(C2=CC=CC=C2)OCCN2CCCCC2)C=C1 1-[2-[(4-chloro-alpha-phenylbenzyl)oxy]ethyl]piperidine